(1s,5r)-1-(2-chloro-4-fluorophenyl)-3-(5-(methoxymethyl)-4-(6-methoxypyridin-3-yl)-4H-1,2,4-triazol-3-yl)-3-azabicyclo[3.1.0]hexane hydrochloride Cl.ClC1=C(C=CC(=C1)F)[C@]12CN(C[C@@H]2C1)C1=NN=C(N1C=1C=NC(=CC1)OC)COC